BrCC(=O)C1=CC(=C2C=C(N=NC2=C1)C1CCN(CC1)C(=O)OC(C)(C)C)F tert-Butyl 4-(7-(2-bromoacetyl)-5-fluorocinnolin-3-yl)piperidine-1-carboxylate